4-ethyl-3-phenylisoxazol-5(4H)-one C(C)C1C(=NOC1=O)C1=CC=CC=C1